1-(2-Acetyl-2-azaspiro[3.5]nonan-7-yl)-3-butyl-5-(diaminomethylene)pyrimidine-2,4,6(1H,3H,5H)-trione C(C)(=O)N1CC2(C1)CCC(CC2)N2C(N(C(C(C2=O)=C(N)N)=O)CCCC)=O